4-amino-1-((2S,3S,4S,5R)-3,4-dihydroxy-5-(hydroxymethyl)tetrahydrofuran-2-yl)pyrimidin-2(1H)-one NC1=NC(N(C=C1)[C@H]1O[C@@H]([C@H]([C@@H]1O)O)CO)=O